O=C1NC(CCC1N1C(C2=CC=CC(=C2C1=O)NCCOCCOCCOCCOCCOCCNC(OC(C)(C)C)=O)=O)=O Tert-butyl N-[2-[2-[2-[2-[2-[2-[[2-(2,6-dioxo-3-piperidyl)-1,3-dioxo-isoindolin-4-yl]amino] ethoxy]ethoxy]ethoxy]ethoxy]ethoxy]ethyl]carbamate